Phenyl(2,7,8,9-tetrahydro-6H-2,3,5,6-tetraazabenzo[cd]azulen-6-yl)methanone C1(=CC=CC=C1)C(=O)N1C=2C3=C(NC=C3CCC1)N=CN2